The molecule is an icosatrienoic acid having three cis double bonds at positions 8, 11 and 14. It has a role as a nutraceutical, a human metabolite and a fungal metabolite. It is a fatty acid 20:3 and a long-chain fatty acid. It is a conjugate acid of an all-cis-icosa-8,11,14-trienoate. CCCCC/C=C\\C/C=C\\C/C=C\\CCCCCCC(=O)O